2'-amino-N-(5-chloro-6-(2H-1,2,3-triazol-2-yl)pyridin-3-yl)-4'-fluoro-5-methyl-2-(propynyl)-(1,1'-biphenyl)-4-carboxamide NC1=C(C=CC(=C1)F)C1=C(C=C(C(=C1)C)C(=O)NC=1C=NC(=C(C1)Cl)N1N=CC=N1)C#CC